ClC=1C=NC(=NC1)N[C@H]1CN(CC1)C(=O)C1=NOC(=N1)NC(C=C)=O (R)-N-(3-(3-((5-chloropyrimidin-2-yl)amino)pyrrolidine-1-carbonyl)-1,2,4-oxadiazol-5-yl)acrylamide